C(#N)C1=C(N=C(C=2CCN(CC12)C1=CC(=CC2=CC=CC=C12)O)N1CC2CCC(C1)N2C(=O)OC(C)(C)C)OC[C@H]2N(CCC2)C tert-butyl 3-(4-cyano-6-(3-hydroxynaphthalen-1-yl)-3-(((S)-1-methylpyrrolidin-2-yl) methoxy)-5,6,7,8-tetrahydro-2,6-naphthyridin-1-yl)-3,8-diazabicyclo[3.2.1]octane-8-carboxylate